methyl 5-({[6-(trifluoromethyl) pyridin-2-yl] carbonyl} amino)-1H-indazole-6-carboxylate FC(C1=CC=CC(=N1)C(=O)NC=1C=C2C=NNC2=CC1C(=O)OC)(F)F